BrC1=C(C(=C(C=C1)[N+](=O)[O-])F)C 1-bromo-3-fluoro-2-methyl-4-nitro-benzene